C(C)OC(C(CCCC1=CC=CC=C1)O)=O hydroxy-5-phenylpentanoic acid ethyl ester